dicaffeoyl-CoA C(\C=C\C1=CC(O)=C(O)C=C1)(=O)C=1N=C(C=2N=C(N([C@H]3[C@H](O)[C@H](OP(=O)(O)O)[C@@H](COP(=O)(O)OP(=O)(O)OCC(C)(C)[C@@H](O)C(=O)NCCC(=O)NCCS)O3)C2N1)C(\C=C\C1=CC(O)=C(O)C=C1)=O)N